perfluorohexyl-trimethoxysilane FC(O[Si](OC(F)(F)F)(OC(F)(F)F)C(C(C(C(C(C(F)(F)F)(F)F)(F)F)(F)F)(F)F)(F)F)(F)F